NC=1C2=C(N=CN1)C=C(N2C2=CC(=C(C=C2)OC2=NC(=CC=C2)C)F)C2=CC=C(C=N2)NC(C=C)=O N-(6-(4-amino-5-(3-fluoro-4-((6-methylpyridin-2-yl)oxy)phenyl)-5H-pyrrolo[3,2-d]pyrimidin-6-yl)pyridin-3-yl)acrylamide